N-(5-(((5-(tert-butyl)oxazol-2-yl)methyl)thio)thiazol-2-yl)-4-(1-((2-(2,6-dioxopiperidin-3-yl)-7-fluoro-1-oxoisoindolin-5-yl)methyl)piperidin-4-yl)piperazine-1-carboxamide C(C)(C)(C)C1=CN=C(O1)CSC1=CN=C(S1)NC(=O)N1CCN(CC1)C1CCN(CC1)CC=1C=C2CN(C(C2=C(C1)F)=O)C1C(NC(CC1)=O)=O